C(C)(C)OC=1C(=CC=2C(N1)=NN(C2)C[C@H]2COCC2)C(=O)NC=2C=NN1C2N=CC=C1 (S)-6-isopropoxy-N-(pyrazolo[1,5-a]pyrimidin-3-yl)-2-((tetrahydrofuran-3-yl)methyl)-2H-pyrazolo[3,4-b]pyridine-5-carboxamide